2-(2-hydroxy-4-octyloxyphenyl)2H-benzotriazole-5-carboxylic acid methyl ester COC(=O)C1=CC=2C(=NN(N2)C2=C(C=C(C=C2)OCCCCCCCC)O)C=C1